4-(3-chloro-5-(4-(5-(trifluoromethyl)pyrimidin-2-yl)piperazine-1-carbonyl)benzyl)-6-cyclobutoxyphthalazin-1(2H)-one Methyl-3-chloro-5-(hydroxymethyl)benzoate COC(C1=CC(=CC(=C1)CO)Cl)=O.ClC=1C=C(CC2=NNC(C3=CC=C(C=C23)OC2CCC2)=O)C=C(C1)C(=O)N1CCN(CC1)C1=NC=C(C=N1)C(F)(F)F